2-Ethynyl-N-(3-isopropoxy-5-(trifluoromethyl)phenyl)-N-(2-oxo-1-(2,2,2-trifluoroethyl)pyrrolidin-3-yl)thiazole-4-carboxamide C(#C)C=1SC=C(N1)C(=O)N(C1C(N(CC1)CC(F)(F)F)=O)C1=CC(=CC(=C1)C(F)(F)F)OC(C)C